BrC1=C2C=C(C(N(C2=CC(=C1)OC(F)(F)F)C)=O)C 5-bromo-1,3-dimethyl-7-(trifluoromethoxy)quinolin-2(1H)-one